2-Methylhexahydro-4-pyrimidinecarboxylic acid CC1NCCC(N1)C(=O)O